S(=O)(=O)(OC=1C=C2CCCN(C2=CC1)C1=NNC2=NC(=CN=C21)N2CCC1(CC2)CC2=CC=CC=C2[C@H]1N)F 1-{6-[(3S)-3-amino-1,3-dihydrospiro[indene-2,4'-piperidine]-1'-yl]-1H-pyrazolo[3,4-b]pyrazin-3-yl}-1,2,3,4-tetrahydroquinolin-6-yl fluorosulfate